5-chloro-1H-indole-2-butyric acid ClC=1C=C2C=C(NC2=CC1)CCCC(=O)O